2-(2-(2-(2-(2-(prop-2-ynyloxy)ethoxy)ethoxy)ethoxy)ethoxy)ethyl 4-methylbenzenesulfonate CC1=CC=C(C=C1)S(=O)(=O)OCCOCCOCCOCCOCCOCC#C